FC=1C=C(C=CC1)CN1C(CCC1=O)CC(=O)NS(=O)(=O)C 2-[1-[(3-fluorophenyl)methyl]-5-oxopyrrolidin-2-yl]-N-methylsulfonylacetamid